FC1(CCNCC1)CNC=1C=2N(C=C(N1)C1=C(C=NC=C1)F)C=C(N2)C(=O)N 8-[(4-Fluoro-piperidin-4-ylmethyl)-amino]-6-(3-fluoro-pyridin-4-yl)-imidazo[1,2-a]pyrazine-2-carboxylic acid amide